2-amino-6-{[(cyclopentyloxy)carbonyl]amino}hexanoic acid NC(C(=O)O)CCCCNC(=O)OC1CCCC1